OC(C)(C)C1=CC=C(C=N1)C1=CN=C2C(=N1)N(C(CN2)=O)[C@@H]2CC[C@H](CC2)OC 7-(6-(2-hydroxypropan-2-yl)pyridin-3-yl)-1-(trans-4-methoxycyclohexyl)-3,4-dihydropyrazino[2,3-b]pyrazin-2(1H)-one